(4S)-4-phenyl-7-(2-(2-(trifluoromethyl)morpholinyl)pyrimidin-5-yl)-3,4-dihydro-1H-benzo[4,5]imidazo[2,1-c][1,4]oxazine C1(=CC=CC=C1)[C@@H]1N2C(COC1)=NC1=C2C=C(C=C1)C=1C=NC(=NC1)N1CC(OCC1)C(F)(F)F